6-(4-((2-fluoro-4-(1H-pyrazol-4-yl)phenyl)amino)pyrimidin-2-yl)-N,N-dimethyl-1H-indole-2-carboxamide FC1=C(C=CC(=C1)C=1C=NNC1)NC1=NC(=NC=C1)C1=CC=C2C=C(NC2=C1)C(=O)N(C)C